7-(6-fluoro-4-(2-(hydroxymethyl)pyrrolidin-1-yl)pyridin-2-yl)-5,6,7,8-tetrahydro-2,7-naphthyridine-3-carboxylic acid FC1=CC(=CC(=N1)N1CCC=2C=C(N=CC2C1)C(=O)O)N1C(CCC1)CO